1-(6-((2,6-dioxopyridin-3-yl)amino)pyridin-3-yl)piperidin-4-carboxaldehyde O=C1NC(C=CC1NC1=CC=C(C=N1)N1CCC(CC1)C=O)=O